C1CNCCC2(C13C1=CC=CC=C1CC2NCC3)O hexahydro-6,11b-(epiminoethano)naphtho[1,2-d]azepin-5a(1H)-ol